ClC1=C(C=CC(=C1)F)C1=CC(NC2=CC(=CC=C12)O)=O 4-(2-chloro-4-fluorophenyl)-7-hydroxyquinolin-2(1H)-one